N-(14-((2-(2,6-dioxopiperidin-3-yl)-1,3-dioxoisoindolin-5-yl)amino)-3,6,9,12-tetraoxatetradecyl)acetamide O=C1NC(CCC1N1C(C2=CC=C(C=C2C1=O)NCCOCCOCCOCCOCCNC(C)=O)=O)=O